FC1=C(C=C(C(=C1)O)F)CC(=O)O (2,5-difluoro-4-hydroxyphenyl)acetic acid